N-[3-[[2-[2-(methylamino)pyrido[2,3-d]pyrimidin-4-yl]-2,7-diazaspiro[3.5]nonan-7-yl]methyl]phenyl]ethanesulfonamide CNC=1N=C(C2=C(N1)N=CC=C2)N2CC1(C2)CCN(CC1)CC=1C=C(C=CC1)NS(=O)(=O)CC